C(C)(C)C1=C(C(=CC=C1)C(C)C)N1C(=NC2=C1C=CC=C2)C2=CC=CC1=C2OC2=C1C=CC(=C2)C([2H])([2H])[2H] 1-(2,6-Diisopropylphenyl)-2-(7-(methyl-d3)dibenzo[b,d]furan-4-yl)-1H-benzo[d]imidazole